NC1=C(C=C(C=N1)C=1C=C2N(N1)CCC21CN(C1)C(=O)N[C@H](C)C1=CC=C(C=C1)F)C(F)(F)F 2'-[6-amino-5-(trifluoromethyl)pyridin-3-yl]-N-[(1R)-1-(4-fluorophenyl)ethyl]-5',6'-dihydrospiro[azetidine-3,4'-pyrrolo[1,2-b]pyrazole]-1-carboxamide